CC1=C(C=C(C(=C1C)OC)C)O 2,3,5-trimethyl-4-methoxyphenol